tetra-amino-phenylenediamine NN(C1=C(C=CC=C1)N(N)N)N